1-(2,3-epoxypropyl)-4-tert-butoxycarbonylpiperazine C(C1CO1)N1CCN(CC1)C(=O)OC(C)(C)C